(bis(1-methyl-1H-indol-3-yl)methyl)triphenylphosphonium triflate salt [O-]S(=O)(=O)C(F)(F)F.CN1C=C(C2=CC=CC=C12)C(C1=CN(C2=CC=CC=C12)C)[P+](C1=CC=CC=C1)(C1=CC=CC=C1)C1=CC=CC=C1